C(CC(=O)[O-])(=O)OC(C1=CC=C(C=C1)C)NC1=CC=C(C=C1)S(NC1=NOC(=C1)Cl)(=O)=O (((4-(N-(5-chloroisoxazol-3-yl) sulfamoyl) phenyl) amino) (p-tolyl) methyl) malonate